ClC1=C(C(=O)N2COC3=C(C2)C=CC=C3C3=CC(=C(C(=O)O)C=C3)N3CCOCC3)C(=CC(=C1)N1CCN(CC1)C1CCN(CC1)C)Cl 4-[3-[2,6-Dichloro-4-[4-(1-methylpiperidin-4-yl)piperazin-1-yl]benzoyl]-2,4-dihydro-1,3-benzoxazin-8-yl]-2-morpholin-4-ylbenzoic acid